Ethyl (S)-3-amino-3-(2',4,4',5-tetrafluoro-6'-(hex-5-en-1-yl)-[1,1'-biphenyl]-3-yl)propanoate hydrochloride Cl.N[C@@H](CC(=O)OCC)C=1C=C(C=C(C1F)F)C1=C(C=C(C=C1CCCCC=C)F)F